C(C1CO1)OCC(COCC1CO1)C 2-methyl-1,3-propylene glycol diglycidyl ether